(N-[2-(morpholin-4-yl)-5-(trifluoromethyl)phenyl])Pyridine-3-carboxamide N1(CCOCC1)C1=C(C=C(C=C1)C(F)(F)F)NC(=O)C=1C=NC=CC1